5-(((6aR,8R)-6a-ethyl-2-(2-hydroxy-3-methylphenyl)-5,6,6a,7,8,9-hexahydro-pyrrolo[1',2':4,5]pyrazino[2,3-c]pyridazin-8-yl)oxy)-3,4-dimethylpicolinaldehyde C(C)[C@]12N(C=3C(=NN=C(C3)C3=C(C(=CC=C3)C)O)NC1)C[C@@H](C2)OC=2C(=C(C(=NC2)C=O)C)C